azobis(isobutylamide) N(=N[N-]CC(C)C)[N-]CC(C)C